C(C(C)C)OC(=O)N1CCC2(CC1)CC(C1=CC(=CC=C12)Br)OC1=C(C(=CC=C1)C)CC(=O)OCC 5-bromo-3-(2-(2-ethoxy-2-oxoethyl)-3-methylphenoxy)-2,3-dihydrospiro[indene-1,4'-piperidine]-1'-carboxylic acid isobutyl ester